COC=1C=C2C(=CC=NC2=CC1OC)OC1=CC=C(C=C1)NC(=O)C1=NC=2N(C(=C1)C1=CC=C(C=C1)F)N=CC2 N-[4-(6,7-dimethoxyquinolin-4-yloxy)phenyl]-7-(4-fluorophenyl)pyrazolo[1,5-a]pyrimidine-5-carboxamide